N-(4-bromo-2-(chloromethyl)phenyl)-4-methylbenzenesulfonamide BrC1=CC(=C(C=C1)NS(=O)(=O)C1=CC=C(C=C1)C)CCl